3-[(3R*,4R*)-3-(dimethylaminomethyl)tetrahydropyran-4-yl]phenol CN(C)C[C@@H]1COCC[C@H]1C=1C=C(C=CC1)O |o1:4,9|